N-(2-hydroxyethyl)glycine OCCNCC(=O)O